FC(OC=1C(=C2C(=NC1)SC=C2)C2=NN=C(N2C)C2=C(C=CC=C2F)F)F 5-(difluoromethoxy)-4-(5-(2,6-difluorophenyl)-4-methyl-4H-1,2,4-triazol-3-yl)thieno[2,3-b]pyridine